C(C)(C)(C)OC(=O)N1C=C(C2=CC(=C(C=C12)F)CC(=O)N)Cl 5-(2-amino-2-oxoethyl)-3-chloro-6-fluoro-1H-indole-1-carboxylic acid tert-butyl ester